CN1C2=C(C=3C=CC(=CC13)N1CCNCC1)C=NC=C2 5-methyl-7-piperazin-1-yl-pyrido[4,3-b]indole